CS(=O)(=O)/C=C/CCNC(=O)C1=CC2=CC=CC(=C2C=C1)C1=CC=C(C=C1)C(F)(F)F (E)-N-(4-(Methylsulfonyl)but-3-en-1-yl)-5-(4-(trifluoromethyl)phenyl)-2-naphthamide